C(C)(C)(C)C1=CC=C(C=C1)C=1C=2N(C=C(N1)CN)C=CN2 (8-(4-(tert-butyl)phenyl)imidazo[1,2-a]pyrazin-6-yl)methanamine